C1(CC1)N1C=C(C(C2=CC(=C(C(=C12)C#N)F)F)=O)C(=O)O 1-cyclopropyl-6,7-difluoro-8-cyano-1,4-dihydro-4-oxo-3-quinolinecarboxylic acid